3-amino-N-{4-[3-amino-4-hydroxy-5-methylpiperidin-1-yl]-7-hydroxy-6,7-dihydro-5H-cyclopenta[b]pyridin-3-yl}-6-(2,6-difluorophenyl)-5-fluoropyridine-2-carboxamide NC=1C(=NC(=C(C1)F)C1=C(C=CC=C1F)F)C(=O)NC=1C(=C2C(=NC1)C(CC2)O)N2CC(C(C(C2)C)O)N